(3R)-3-({7-bromo-2-[4-chloro-2-(trifluoromethoxy)phenyl][1,2,4]triazolo[1,5-c]quinazolin-5-yl}amino)azepin-2-one BrC1=CC=CC=2C=3N(C(=NC12)NC=1C(N=CC=CC1)=O)N=C(N3)C3=C(C=C(C=C3)Cl)OC(F)(F)F